1-hydroxy-3-methyl-3-phospholene-1-oxide OP1(CC(=CC1)C)=O